4-methyl-pentan-2-ol CC(CC(C)O)C